BrCC(C)CCC[C@@H](C)[C@H]1CC[C@H]2[C@@H]3CC=C4C[C@@H](O)CC[C@]4(C)[C@H]3CC[C@]12C bromocholesterol